5-fluoro-2-[[4-(2-methylpropyloxy)benzyl]methylamino]benzylamino-piperidine-1-carboxylic acid benzyl ester C(C1=CC=CC=C1)OC(=O)N1C(CCCC1)NCC1=C(C=CC(=C1)F)N(C)CC1=CC=C(C=C1)OCC(C)C